[O-2].F[V+2](F)F trifluorovanadium oxide